C(C)O[Si](CCCN([Si](C)(C)C)CCC[Si](C)(OCC)OCC)(C)OCC N,N-bis(3-(diethoxy(methyl)silyl)propyl)-1,1,1-trimethylsilanamine